C(CCCCC)OC(C(C(=O)OCCCCCC)CCCCCCN(CCCNC1=C(C(C1=O)=O)NC)CCCCCCCC(=O)OC(CCCCCCCC)CCCCCCCC)=O.FC(S(=O)(=O)C1=CC=CC=C1)S(=O)(=O)C1=CC=CC=C1 fluorobis(benzenesulfonyl)methane Dihexyl-2-(6-((8-(heptadecan-9-yloxy)-8-oxooctyl)(3-((2-(methylamino)-3,4-dioxocyclobut-1-en-1-yl)amino)propyl)amino)hexyl)malonate